2-({3-Chloro-2-[(4-chloro-2,3-dihydro-1-benzofuran-7-yl)methoxy]-5,6,7,8-tetrahydro-1,7-naphthyridin-7-yl}methyl)-1-{[(2S)-oxetan-2-yl]methyl}-1H-1,3-benzodiazole-6-carboxylic acid ClC=1C(=NC=2CN(CCC2C1)CC1=NC2=C(N1C[C@H]1OCC1)C=C(C=C2)C(=O)O)OCC2=CC=C(C=1CCOC12)Cl